C(C)(C)(C)C=1C=C(C=C(C1O)C(C)(C)C)C(C(=O)OCCSCCOC(C(C)C1=CC(=C(C(=C1)C(C)(C)C)O)C(C)(C)C)=O)C thiodiethylene bis[(3,5-di-tert-butyl-4-hydroxyphenyl) propionate]